methyl 2-oxo-5-vinyl-1H-pyridine-4-carboxylate O=C1NC=C(C(=C1)C(=O)OC)C=C